((5-formyl-2-((2-methyl-[1,1'-biphenyl]-3-yl)methoxy)pyrimidin-4-yloxy)methyl)nicotinonitrile C(=O)C=1C(=NC(=NC1)OCC=1C(=C(C=CC1)C1=CC=CC=C1)C)OCC1=C(C#N)C=CC=N1